NC1=NC=CC=C1C(C)N(C1=NC(=NC(=C1C#N)Cl)SC)C 4-[1-(2-amino-3-pyridyl)ethyl-methyl-amino]-6-chloro-2-methylsulfanyl-pyrimidine-5-carbonitrile